(N-[4-amino-5-[6-(trifluoromethyl)pyridine-3-carbonyl]thiazol-2-yl]-4-fluoro-anilino)propanamide NC=1N=C(SC1C(=O)C=1C=NC(=CC1)C(F)(F)F)N(C1=CC=C(C=C1)F)C(C(=O)N)C